(E)-N-(3-(dimethylamino)-2-(7H-pyrrolo[2,3-d]pyrimidin-4-yl)allylidene)-N-methyl-ammonium hexafluoroantimonate F[Sb-](F)(F)(F)(F)F.CN(C=C(\C=[NH+]\C)C=1C2=C(N=CN1)NC=C2)C